octacyclo[8.8.0.12,9.14,7.111,19.113,16.03,8.012,17]-5-docosene C12C3C4C5C=CC(C4C(C2C2C4C6CCC(C4C1)C6C2)C3)C5